CNCCN(CC=1N=C(SC1C1=CC=C(C=C1)OC)C1=CC=C(C=C1)N1CCOCC1)C N,N'-dimethyl-N'-(2-(4-morpholinophenyl)-5-(4-methoxyphenyl)thiazol-4-yl-methyl)ethylenediamine